di-(2-hexyl)phenyl-phosphine CC(CCCC)P(C1=CC=CC=C1)C(C)CCCC